[Sn](I)(I)(I)I.[Pb+2].C(=[NH2+])N.[Cs+] cesium formamidinium lead tin iodide